C1=C(C=CC2=CC=CC=C12)C=1N=C2N(C=CC=C2)C1 (2-naphthyl)imidazo[1,2-a]pyridine